FC1=C(CSC2=NC(=CC(=N2)NS(=O)(=O)N2CCC2)N[C@H](C)[C@H](CO)O)C=CC=C1F N-(2-((2,3-difluorobenzyl)thio)-6-(((2R,3R)-3,4-dihydroxybutan-2-yl)amino)pyrimidin-4-yl)azetidine-1-sulfonamide